ClC1=CC=C2C(=CNC2=C1)S(=O)(=O)NC1=NC(=C(C=C1F)CC#N)OC 6-chloro-N-[5-(cyanomethyl)-3-fluoro-6-methoxypyridin-2-yl]-1H-indole-3-sulfonamide